4-(4-(Trifluoromethoxy)phenyl)picolinaldehyde FC(OC1=CC=C(C=C1)C1=CC(=NC=C1)C=O)(F)F